1-(3-bromo-4-chloro-5-iodophenyl)dibenzo[b,d]furan BrC=1C=C(C=C(C1Cl)I)C1=CC=CC=2OC3=C(C21)C=CC=C3